(Z)-4-(3,5-Difluoro-4-hydroxybenzylidene)-1,2-dimethyl-1H-imidazol FC=1C=C(\C=C\2/N=C(N(C2)C)C)C=C(C1O)F